2-(3,5-dichloro-2-pyridyl)pyrazole-3-carboxamide ClC=1C(=NC=C(C1)Cl)N1N=CC=C1C(=O)N